(S)-N-((3R,4R)-1-(imidazo[1,5-a]pyridine-8-carbonyl)-4-phenylpiperidin-3-yl)-3,3-dimethyl-2-(2,2,2-trifluoroacetamido)butanamide C=1N=CN2C1C(=CC=C2)C(=O)N2C[C@@H]([C@H](CC2)C2=CC=CC=C2)NC([C@H](C(C)(C)C)NC(C(F)(F)F)=O)=O